OC1=C(C(=CC(=C1)C)C)C=1C=CC=2C(=NC(=CN2)C2CN(CCC2)CC2(CC2)C(=O)O)N1 1-[[3-[6-(2-hydroxy-4,6-dimethyl-phenyl)pyrido[2,3-b]pyrazin-3-yl]-1-piperidyl]methyl]cyclopropanecarboxylic acid